N-((1-ethyl-pyrrolidin-3-yl)methyl)-2-(4-(methylcarbamoyl)phenyl)benzo[d]imidazo[2,1-b]thiazole-7-carboxamide C(C)N1CC(CC1)CNC(=O)C1=CC2=C(N3C(S2)=NC(=C3)C3=CC=C(C=C3)C(NC)=O)C=C1